2λ*5*-[1,2]oxaphosphinane-4,5-diol O1[PH3]CC(C(C1)O)O